hafnium oxide tungsten [W+4].[O-2].[Hf+4].[O-2].[O-2].[O-2]